C(C=C)S(=O)(=O)CC=C 3-(2-propen-1-ylsulfonyl)-1-propene